tert-Butyl (5-(2-aminopyridin-4-yl)-7-bromo-1H-indazol-3-yl)(tert-butoxycarbonyl)carbamate NC1=NC=CC(=C1)C=1C=C2C(=NNC2=C(C1)Br)N(C(OC(C)(C)C)=O)C(=O)OC(C)(C)C